4,4'-dinonyloxyazoxybenzene C(CCCCCCCC)OC1=CC=C(C=C1)[N+]([O-])=NC1=CC=C(C=C1)OCCCCCCCCC